Butyl 3-(2-Fluoro-5-(trifluoromethyl)phenyl)-2,5-dihydro-1H-pyrrole-1-carboxylate FC1=C(C=C(C=C1)C(F)(F)F)C=1CN(CC1)C(=O)OCCCC